C(C)(C)C1=C(C=C(C=C1)C)N1/C(/SCC1=O)=N/C(=O)NC1=CC=C(C=C1)C=1N=CN(C1)C1=NC=C(C=C1)C(F)(F)F (Z)-1-(3-(2-isopropyl-5-methylphenyl)-4-oxothiazolidin-2-ylidene)-3-(4-(1-(5-(trifluoromethyl)pyridin-2-yl)-1H-imidazol-4-yl)phenyl)urea